5-((5-isopropyl-1H-pyrrolo[2,3-b]pyridin-4-yl)oxy)pyrimidine-2,4-diamine C(C)(C)C=1C(=C2C(=NC1)NC=C2)OC=2C(=NC(=NC2)N)N